NC=1SC(=C(N1)C=1C=C(C#N)C=CC1)C1=CC(=[N+](C(=C1)C)[O-])C 3-[2-amino-5-(2,6-dimethyl-1-oxido-pyridin-1-ium-4-yl)thiazol-4-yl]benzonitrile